4-(3,5-dichlorophenoxy)-1H-1,2,3-triazole-5-carboxylic acid ClC=1C=C(OC=2N=NNC2C(=O)O)C=C(C1)Cl